C(C)(C)(C)OC(=O)NC(C(=O)O)CC1=CC=CC=C1 2-{[(tert-butoxy)carbonyl]amino}-3-phenylpropanoic Acid